(2S)-4-[[5-chloro-3-[[5-[(1S)-1-hydroxyethyl]-1,3,4-oxadiazol-2-yl]amino]-2-methyl-phenyl]methyl]-2-methyl-piperazine-1-carboxylic acid isopropyl ester C(C)(C)OC(=O)N1[C@H](CN(CC1)CC1=C(C(=CC(=C1)Cl)NC=1OC(=NN1)[C@H](C)O)C)C